ClC1=C2C=C(N(C2=CC=C1OC)C)C(=O)NC1(COC1)C1=CC=C(C=C1)[C@H](C(=O)O)C |r| (±)-2-{4-[3-(4-chloro-5-methoxy-1-methyl-1H-indole-2-amido)oxetan-3-yl]phenyl}propanoic acid